3-(4-(((1r,4r)-4-aminocyclohexyl)(2-morpholinoethyl)amino)-1-oxoisoindolin-2-yl)piperidine-2,6-dione NC1CCC(CC1)N(C1=C2CN(C(C2=CC=C1)=O)C1C(NC(CC1)=O)=O)CCN1CCOCC1